FC1=C(C=CC=C1C[C@@H]1N(CC([C@@H]1NS(=O)(=O)C)(F)F)C(=O)C1(OCC1)C)C1=CC(=CC=C1)F N-[(2S,3R)-2-[(2,3'-difluoro[1,1'-biphenyl]-3-yl)methyl]-4,4-difluoro-1-(2-methyloxetane-2-carbonyl)pyrrolidin-3-yl]-methanesulfonamide